3-mercaptopropyldimethoxyethoxysilane SCCC[SiH2]OCC(OC)OC